O=C1C=C2C3(C=CC=NC3=NC=C2)C=C1 7-oxo-7H-benzo[e]naphthyridine